6-((1R,2R)-2-(1H-pyrazol-1-yl)cyclobutyl)-4-oxo-1-((R)-1-(6-(trifluoromethyl)pyridin-3-yl)ethyl)-4,5-dihydro-1H-pyrazolo[3,4-d]pyrimidine-3-carbonitrile N1(N=CC=C1)[C@H]1[C@@H](CC1)C=1NC(C2=C(N1)N(N=C2C#N)[C@H](C)C=2C=NC(=CC2)C(F)(F)F)=O